C1(CC1)C1=NC2=CC=CC=C2C(=C1C=CC1CC(OC(O1)(C)C)CC(=O)OC(C)(C)C)C1=CC=C(C=C1)F tert-butyl 6-[[(1E)-2-cyclopropyl-4-(4-fluorophenyl)-3-quinolyl]-vinyl]-2,2-dimethyl-1,3-dioxane-4-acetate